B(C1=CC=C(C=C1)C(=O)O)(O)O p-carboxyphenylboronic acid